C1(CC1)C=1C=C(C=C(C1)OCC(F)(F)F)C1(CC1)NC(CC(C)(O)C1=C(C=C(C=C1)F)F)=O N-(1-(3-cyclopropyl-5-(2,2,2-trifluoroethoxy)phenyl)cyclopropyl)-3-(2,4-difluorophenyl)-3-hydroxybutanamide